propandisulfonic acid C(CCS(=O)(=O)O)S(=O)(=O)O